7-fluoro-3,3-dimethyl-2,3-dihydro-1H-indol-2-one FC=1C=CC=C2C(C(NC12)=O)(C)C